N-cyclopropyl-5-[(2S)-2-(trifluoromethylsulfonylamino)propoxy]thiophene-3-carboxamide C1(CC1)NC(=O)C1=CSC(=C1)OC[C@H](C)NS(=O)(=O)C(F)(F)F